N,N-dimethoxymethacrylamide CON(C(C(=C)C)=O)OC